NC1=NC=2N(C=C1C#CCC1CCNCC1)C=C(N2)C2=C(C=CC=C2)O 2-[7-amino-6-[3-(4-piperidyl)prop-1-ynyl]imidazo[1,2-a]pyrimidin-2-yl]phenol